CN(C)C(C(C)C)O (dimethylamino)-2-methyl-1-propanol